BrC=1C=C(C(=O)O)C=CC1C1=NOC(=N1)CC(C)(C)C 3-bromo-4-[5-(2,2-dimethylpropyl)-1,2,4-oxadiazol-3-yl]benzoic acid